C(CCC)[Sn](C=1C=NC(=CC1)C=1N=CN(C1)C)(CCCC)CCCC tributyl-[6-(1-methylimidazol-4-yl)-3-pyridyl]stannane